6-(3,3-difluoroazetidin-1-yl)quinoline-4-carboxylic acid FC1(CN(C1)C=1C=C2C(=CC=NC2=CC1)C(=O)O)F